calcium hydroxyformate sulfate S(=O)(=O)([O-])[O-].OC(=O)O.[Ca+2]